N1OC(CCO1)N1N=C(C2=C(C=CC=C12)C=1C=NN(C1)CC1CCNCC1)C 4-((4-(1-(2,6-dioxapiperidin-3-yl)-3-methyl-1H-indazol-4-yl)-1H-pyrazol-1-yl)methyl)piperidin